3-cyclopentyl-N-[5-[3-(4-hydroxybutylsulfamoyl)-4-methoxyphenyl]-4-methyl-thiazol-2-yl]propenamide C1(CCCC1)C=CC(=O)NC=1SC(=C(N1)C)C1=CC(=C(C=C1)OC)S(NCCCCO)(=O)=O